NC1=CC(=C(OC2=C(C(=NC=C2)N)C=2C(=NOC2C)C)C=C1)F 4-(4-amino-2-fluorophenoxy)-3-(3,5-dimethylisoxazol-4-yl)pyridin-2-amine